(S)-2-(4-(3,5'-dichloro-4-((3,5-difluoropyridin-2-yl)methoxy)-6-methyl-2-carbonyl-2H-[1,4'-bipyridyl]-2'-yl)pyrimidin-2-yl)-N,N,2-trimethylpropionamide ClC=1C(N(C(=CC1OCC1=NC=C(C=C1F)F)C)C1=CC(=NC=C1Cl)C1=NC(=NC=C1)C(C(=O)N(C)C)(C)C)=C=O